methyl-isobutyl-ethanone CCC(=O)CC(C)C